(5-(3-bromophenyl)spiro[2.3]hexan-5-yl)methanol BrC=1C=C(C=CC1)C1(CC2(CC2)C1)CO